3-methyl 5-(2-bromo-6-chloropyridin-4-yl)piperazine-1,3-dicarboxylate BrC1=NC(=CC(=C1)C1NC(CN(C1)C(=O)[O-])C(=O)OC)Cl